(S)-2-(4-(2-acetyl-5-chlorophenyl)-3-methoxy-6-oxopyridazine-1(6H)-yl)-N-(2-methyl-2h-indazole-5-yl)-3-phenylpropanamide C(C)(=O)C1=C(C=C(C=C1)Cl)C=1C(=NN(C(C1)=O)[C@H](C(=O)NC1=CC2=CN(N=C2C=C1)C)CC1=CC=CC=C1)OC